6-(3-Fluoro-pyridin-4-yl)-8-[(piperidin-4-ylmethyl)-amino]-imidazo[1,2-a]pyrazine-2-carboxylic acid amide FC=1C=NC=CC1C=1N=C(C=2N(C1)C=C(N2)C(=O)N)NCC2CCNCC2